(1R,5S)-3-(7-(5-ethynyl-6-fluoroisoquinolin-4-yl)-8-fluoro-2-morpholinopyrido[4,3-d]pyrimidin-4-yl)-8-oxa-3-azabicyclo[3.2.1]octane C(#C)C1=C2C(=CN=CC2=CC=C1F)C1=C(C=2N=C(N=C(C2C=N1)N1C[C@H]2CC[C@@H](C1)O2)N2CCOCC2)F